1-dodecyl-3-methylimidazole chloride [Cl-].C(CCCCCCCCCCC)N1CN(C=C1)C